2-[4-(1-adamantyl)phenyl]-4,6-bis(4-chlorophenyl)-1,3,5-triazine C12(CC3CC(CC(C1)C3)C2)C2=CC=C(C=C2)C2=NC(=NC(=N2)C2=CC=C(C=C2)Cl)C2=CC=C(C=C2)Cl